FC1(CN(C1)CC(=O)NC=1N=NN(C1)CCCCN1N=NC(=C1)C(=O)NCC=1C=NC(=CC1)C)F 1-(4-{4-[2-(3,3-difluoroazetidin-1-yl)acetamido]-1H-1,2,3-triazol-1-yl}butyl)-N-[(6-methylpyridin-3-yl)methyl]-1H-1,2,3-triazole-4-carboxamide